methyl 2-(5-formyl-8-oxothieno[2',3':4,5]pyrrolo[1,2-d][1,2,4]triazin-7(8H)-yl)acetate C(=O)C1=NN(C(C=2N1C1=C(C2)SC=C1)=O)CC(=O)OC